5-bromo-2-(fluoromethoxy)pyridine BrC=1C=CC(=NC1)OCF